C(C)(C)OC(=O)N1[C@H](CN(CC1)CC1=C(C(=CC(=C1)C(F)F)NC=1OC(=NN1)[C@H](C)O)C)C (2S)-4-[[5-(difluoromethyl)-3-[[5-[(1S)-1-hydroxyethyl]-1,3,4-oxadiazol-2-yl]amino]-2-methyl-phenyl]methyl]-2-methyl-piperazine-1-carboxylic acid isopropyl ester